N1=C2C(=CC=C1)OC1=C(O[C@@H]2CN)C=CC=C1 |o1:10| (R*)-(11H-benzo[2,3][1,4]dioxepino[6,5-b]pyridin-11-yl)methanamine